(3-ethynylphenyl)(2,8-diazaspiro[4.5]dec-2-yl)methanone trifluoroacetate FC(C(=O)O)(F)F.C(#C)C=1C=C(C=CC1)C(=O)N1CC2(CC1)CCNCC2